{3-[bis(methoxyethyl)amino]propyl}triethoxysilane COCCN(CCC[Si](OCC)(OCC)OCC)CCOC